COC(=O)C1=C(SC(=C1Br)C)C 4-bromo-2,5-dimethylthiophene-3-carboxylic acid methyl ester